COC1=NC=CC(=C1)C1CNCC1 2-methoxy-4-(pyrrolidin-3-yl)pyridine